2,3-dicyanoterephthalic acid C(#N)C1=C(C(=O)O)C=CC(=C1C#N)C(=O)O